6-(6-chloro-2-(methoxymethyl)-5-methylpyrimidin-4-yl)-3-(trifluoromethyl)-5,6,7,8-tetrahydro-1,6-naphthyridine ClC1=C(C(=NC(=N1)COC)N1CC=2C=C(C=NC2CC1)C(F)(F)F)C